ClC=1C=CC=2C(=NC=C(N2)N2CCC3(CC2)[C@@H](C2=CC=C(C=C2C3)OC)N[S@](=O)C(C)(C)C)N1 (R)-N-((S)-1'-(6-chloropyrido[2,3-b]pyrazin-2-yl)-5-methoxy-1,3-dihydrospiro[inden-2,4'-piperidin]-1-yl)-2-methylpropane-2-sulfinamide